4-bromo-5-methoxy-3-methyl-1-(2-trimethylsilylethoxymethyl)benzimidazol-2-one BrC1=C(C=CC=2N(C(N(C21)C)=O)COCC[Si](C)(C)C)OC